C(C)(C)(C)OC(=O)OCC=1N=C2N(C(=NC=C2C2=CC(=NN2C)C)OC(NCC2=C(C=CC3=C2CCO3)F)=O)C1 (2-(((tert-butoxycarbonyl)oxy)methyl)-8-(1,3-dimethyl-1H-pyrazol-5-yl)imidazo[1,2-c]pyrimidin-5-yl)((5-fluoro-2,3-dihydrobenzofuran-4-yl)methyl)carbamate